O=C([C@H](CCCC)NC(OC(C)(C)C)=O)NC1=CC=CC=C1 tert-butyl (S)-(1-oxo-1-(phenylamino)hexan-2-yl)carbamate